C(C)(=O)C1=C(C(=C(S1)NC1=C(C=C(C=C1)I)F)C(=O)NOCCO)C 5-acetyl-2-((2-fluoro-4-iodophenyl)amino)-N-(2-hydroxyethoxy)-4-methylthiophene-3-carboxamide